N-HYDROXYOCTANAMID ONC(CCCCCCC)=O